ClC1=C2N=CN(C2=NC=N1)[C@@H]1SC[C@H]([C@@H]1O)O (2R,3S,4S)-2-(6-chloro-9H-purin-9-yl)tetrahydrothiophene-3,4-diol